4,6-dichlorocoumarin ClC1=CC(OC2=CC=C(C=C12)Cl)=O